3-Cyclohexen-1-ol C1(CC=CCC1)O